FP(OC=COP(F)F)F 1,2-Bis((difluorophosphino)oxy)ethaneN